CC1=NNC2=CC(=CC=C12)B(O)O 3-METHYL-1H-INDAZOLE-6-BORONIC ACID